4-tert-butylbenzyl 3,5-dihydroxybenzoate OC=1C=C(C(=O)OCC2=CC=C(C=C2)C(C)(C)C)C=C(C1)O